C(C)SC1=CC=CC=2C=3N(C(=NC12)NC=1C(N=CC=NC1)=O)N=C(N3)C=3C=NN(C3)C (6R)-6-{[7-(ethylsulfanyl)-2-(1-methyl-1H-pyrazol-4-yl)[1,2,4]triazolo[1,5-c]quinazolin-5-yl]amino}-1,4-diazepin-5-one